N1C=C(C2=CC=CC=C12)CCC(=O)O 3-indolepropionic acid